(R)-3-fluoro-4-((4-(6-isopropyl-5-(8-methoxy-[1,2,4]triazolo[1,5-a]pyridin-6-yl)-4H-pyrrolo[3,2-d]thiazol-2-yl)cyclohexyl)amino)-2-methylbutan-ol FC([C@@H](CO)C)CNC1CCC(CC1)C=1SC2=C(N1)C(=C(N2)C=2C=C(C=1N(C2)N=CN1)OC)C(C)C